CN1C=NC=C1CNCC(=O)O 2-{[(1-methyl-1H-imidazol-5-yl)methyl]amino}acetic acid